1-(2,4-Dichloro-phenyl)-4-ethyl-5-[4-(4-fluoro-but-1-ynyl)-phenyl]-1H-pyrazole-3-carboxylic acid piperidin-1-ylamide N1(CCCCC1)NC(=O)C1=NN(C(=C1CC)C1=CC=C(C=C1)C#CCCF)C1=C(C=C(C=C1)Cl)Cl